NC=1C=CC(=C(C(=O)O)C1)O[C@H]1[C@H](O)[C@@H](O)[C@H](O)[C@H](O1)CO 5-amino-2-(β-D-glucopyranosyloxy)benzoic acid